(2R,3R,3aS,6S,6aR)-6-((2-amino-3-chloroquinolin-7-yl)methyl)-2-(4-amino-7H-pyrrolo[2,3-d]pyrimidin-7-yl)hexahydro-3aH-cyclopenta[b]furan-3,3a-diol NC1=NC2=CC(=CC=C2C=C1Cl)C[C@@H]1CC[C@]2([C@@H]1O[C@H]([C@@H]2O)N2C=CC1=C2N=CN=C1N)O